6-fluoro-3-{1-[3-(4-oxazol-5-yl-thiazol-2-yloxy)-propyl]-piperidin-4-yl}-benzo[d]isoxazole FC1=CC2=C(C(=NO2)C2CCN(CC2)CCCOC=2SC=C(N2)C2=CN=CO2)C=C1